CONS(=O)(=O)CCC1=CC=CC=C1 N-methoxy-2-phenylethanesulfonamide